C(C)(C)(C)OC(=O)O[C@@H]1[C@H]([C@H](N(C1)C(=O)OC(C)(C)C)CC1=CC=C(C=C1)C1=CN2C(S1)=NC(=C2)C(F)(F)F)OC(=O)OC2=CC=C(C=C2)[N+](=O)[O-] tert-butyl (2R,3S,4S)-4-[(tert-butoxycarbonyl)oxy]-3-[(4-nitrophenoxycarbonyl)oxy]-2-({4-[6-(trifluoromethyl)imidazo[2,1-b][1,3]thiazol-2-yl]phenyl}methyl)pyrrolidine-1-carboxylate